5-(6-(5-(6-methylpyridin-2-yl)-1H-imidazol-4-yl)quinolin-3-yl)thiazole-2-carboxylic acid CC1=CC=CC(=N1)C1=C(N=CN1)C=1C=C2C=C(C=NC2=CC1)C1=CN=C(S1)C(=O)O